3-(5-(((1R,2S)-2-(2-oxa-7-azaspiro[3.5]nonan-7-yl)cyclopentyl)oxy)-1-oxoisoindolin-2-yl)piperidine-2,6-dione C1OCC12CCN(CC2)[C@@H]2[C@@H](CCC2)OC=2C=C1CN(C(C1=CC2)=O)C2C(NC(CC2)=O)=O